C(C)(C)(C)C=1C=C(C=C(C1O)C(C)(C)C)CCCOP1OC2=C(C3=C(O1)C(=CC(=C3)C(C)(C)C)C(C)(C)C)C=C(C=C2C(C)(C)C)C(C)(C)C 6-[3-(3,5-di-tert-butyl-4-hydroxyphenyl)propoxy]-2,4,8,10-tetra-tert-butyldibenzo[d,f][1,3,2]dioxaphosphepine